(6z,9z,28z,31z)-heptaneon CC(CCCCC)=O